8-(6-chloro-5-methylpyridin-3-yl)-2-(2-(3-fluoro-3-(fluoromethyl)azetidin-1-yl)-2-oxoethyl)pyrrolo[1,2-a]pyrazin-1(2H)-one ClC1=C(C=C(C=N1)C=1C=CN2C1C(N(C=C2)CC(=O)N2CC(C2)(CF)F)=O)C